((1S,4aS,5R,7aS)-8-oxo-1,4a,5,7a-tetrahydro-1,5-(epoxymethano) cyclopenta[c]pyran-3-yl)methyl benzofuran-2-carboxylate O1C(=CC2=C1C=CC=C2)C(=O)OCC2=C[C@H]1[C@H]3[C@@H](O2)OC([C@@H]1C=C3)=O